(1H-Imidazol-4-yl)methyl (1-hydroxy-7-methyl-1,3-dihydrobenzo[c][1,2]oxaborole-6-carbonyl)-L-valinate OB1OCC2=C1C(=C(C=C2)C(=O)N[C@@H](C(C)C)C(=O)OCC=2N=CNC2)C